C(CC)[Si](CC=C)(CCC)CCC 3-(tri-n-propylsilyl)-1-propene